FC(C=1OC(=NN1)C1=CC(=C(C=C1)CN1N=NC(=C1)C1=CC(=CC=C1)N1C[C@H](N([C@H](C1)C)C)C)F)F 2-(difluoromethyl)-5-(3-fluoro-4-((4-(3-((3r,5s)-3,4,5-trimethylpiperazin-1-yl)phenyl)-1H-1,2,3-triazol-1-yl)methyl)phenyl)-1,3,4-oxadiazole